N-(1-methylcyclopropyl)-8-(4-(thiazolidine-2-carbonyl)piperazin-1-yl)-3-(5-(trifluoromethyl)-1,3,4-thiadiazol-2-yl)imidazo[1,5-a]pyridine-6-sulfonamide CC1(CC1)NS(=O)(=O)C=1C=C(C=2N(C1)C(=NC2)C=2SC(=NN2)C(F)(F)F)N2CCN(CC2)C(=O)C2SCCN2